4-hydroxy-2-iodobenzoic acid methyl ester COC(C1=C(C=C(C=C1)O)I)=O